FC1=C(C=C(NC2=NC=NC3=CC(=C(C=C23)[N+](=O)[O-])F)C=C1)Cl 4-(4-fluoro-3-chloroanilino)7-fluoro-6-nitroquinazoline